(2S)-N-(1-cyano-2-((S)-2-oxopyrrolidin-3-yl)ethyl)-2-(3-(2,4-dichlorophenyl)propanamido)-4,4-dimethylpentanamide C(#N)C(C[C@H]1C(NCC1)=O)NC([C@H](CC(C)(C)C)NC(CCC1=C(C=C(C=C1)Cl)Cl)=O)=O